4-{bis[(2,4-dimethoxyphenyl)methyl]amino}-2-[(4-methoxyphenyl)methyl]-3-(2-methylphenyl)-1H,2H,3H-pyrrolo[3,4-c]pyridin-1-one COC1=C(C=CC(=C1)OC)CN(C1=NC=CC2=C1C(N(C2=O)CC2=CC=C(C=C2)OC)C2=C(C=CC=C2)C)CC2=C(C=C(C=C2)OC)OC